5-benzyl-N-(4-(2,3-dihydro-1H-inden-4-yl)pyridin-2-yl)-4H-1,2,4-triazole-3-carboxamide C(C1=CC=CC=C1)C=1NC(=NN1)C(=O)NC1=NC=CC(=C1)C1=C2CCCC2=CC=C1